6-(methylthio)pyridine-3-carbaldehyde CSC1=CC=C(C=N1)C=O